N-[2-(2-methoxy-7,8-dihydro-6H-indeno[5,4-d][1,3]oxazol-8-yl)ethyl]acetamide COC=1OC2=C(N1)C=CC=1CCC(C12)CCNC(C)=O